3-(aminomethyl)-3-(4-fluorophenyl)cyclobutan-1-ol NCC1(CC(C1)O)C1=CC=C(C=C1)F